tert-butyl {[bis(2-thienylmethyl)carbamoyl](butyl)amino}acetate S1C(=CC=C1)CN(C(=O)N(CCCC)CC(=O)OC(C)(C)C)CC=1SC=CC1